NC=1C=C(C=CC1)CS(=O)(=O)N1CCC(CC1)NC=1C=C(C=CC1F)C1=C(C(=C(S1)C(=O)OC(C)(C)C)OCC(=O)O)Cl 2-[[5-[3-[[1-[(3-aminophenyl)methylsulfonyl]-4-piperidyl]amino]-4-fluoro-phenyl]-2-tert-butoxycarbonyl-4-chloro-3-thienyl]oxy]acetic acid